tert-butyl (2-(6-bromopyridin-2-yl)-2,2-difluoroethyl)(methyl)carbamate BrC1=CC=CC(=N1)C(CN(C(OC(C)(C)C)=O)C)(F)F